NC[C@@H](O[Si](C)(C)C(C)(C)C)[C@H]1N(CC2=CC=CC=C2C1)C(=O)[O-] (S)-3-((R)-2-amino-1-((tert-butyldimethylsilyl) oxy) ethyl)-3,4-dihydroisoquinoline-2(1H)-carboxylate